ClC1=C(C=CC(=C1Cl)OCC)C1=C(C2=C(CCC1)C=C(C=C2)O)C2=CC=C(C=C2)O[C@@H]2CN(CC2)CCCF 6-(2,3-dichloro-4-ethoxy-phenyl)-5-[4-[(3S)-1-(3-fluoropropyl)pyrrolidin-3-yl]oxyphenyl]-8,9-dihydro-7H-benzo[7]annulen-2-ol